C1(CC1)C1=C(C(=NO1)C1=C(C=CC=C1Cl)Cl)/C=C/C12COC(CC1)(CC2)C2=CC=C(C(=O)OC)C=C2 methyl (E)-4-(4-(2-(5-cyclopropyl-3-(2,6-dichlorophenyl)isoxazol-4-yl)vinyl)-2-oxabicyclo[2.2.2]octan-1-yl)benzoate